6-chloro-N-[(1S)-1-[2-[6-(isopropylideneamino)oxypyridazin-3-yl]-1,2,4-triazol-3-yl]ethyl]-8-(trifluoromethyl)quinazolin-4-amine ClC=1C=C2C(=NC=NC2=C(C1)C(F)(F)F)N[C@@H](C)C=1N(N=CN1)C=1N=NC(=CC1)ON=C(C)C